tert-Butyl (1R,5S)-3-((R or S)-6-chloro-8-fluoro-7-(3-hydroxynaphthalen-1-yl)-2-(3-(pyrrolidin-1-yl)propoxy)quinazolin-4-yl)-3,8-diazabicyclo[3.2.1]octane-8-carboxylate ClC=1C=C2C(=NC(=NC2=C(C1C1=CC(=CC2=CC=CC=C12)O)F)OCCCN1CCCC1)N1C[C@H]2CC[C@@H](C1)N2C(=O)OC(C)(C)C